octyltin chloride C(CCCCCCC)[Sn](Cl)(Cl)Cl